5-methyl-N-((1aS,2S,8bR)-4-methyl-3-oxo-1,1a,2,3,4,8b-hexahydrocyclopropa[d]-pyrido[2,3-b]azepin-2-yl)-4-phenylpyrimidine-2-carboxamide CC=1C(=NC(=NC1)C(=O)N[C@H]1[C@@H]2[C@H](C3=C(N(C1=O)C)N=CC=C3)C2)C2=CC=CC=C2